(4S)-4-Ethyl-7,8-dihydro-4-hydroxy-1H-pyrano[3,4-f]indolizine C(C)[C@]1(COCC2=CN3CCC=C3C=C21)O